N-[1-(3-fluoropyridin-2-yl)cyclobutyl]-5-[5-(trifluoromethyl)-1,2,4-oxadiazol-3-yl]pyrimidin-2-amine FC=1C(=NC=CC1)C1(CCC1)NC1=NC=C(C=N1)C1=NOC(=N1)C(F)(F)F